9-Ethyl-3-ethynyl-6,6-dimethyl-8-(4-morpholinopiperidin-1-yl)-5,6-dihydro-11H-benzo[b]carbazol-11-one C(C)C1=CC2=C(C(C=3NC4=CC(=CC=C4C3C2=O)C#C)(C)C)C=C1N1CCC(CC1)N1CCOCC1